C(C)OC1=CC(N(C=C1C=1C=NN(C1)CC1=CC=C(C=C1)C(C)C)C)=O 4-Ethoxy-5-[1-(4-isopropyl-benzyl)-1H-pyrazol-4-yl]-1-methyl-1H-pyridin-2-one